bis(4-fluorophenyl)(phenyl)sulfonium bromide [Br-].FC1=CC=C(C=C1)[S+](C1=CC=CC=C1)C1=CC=C(C=C1)F